BrC=1C=C(CCC2=NC=3N(C(N(C(C3N2)=O)CC#C)=O)CCCCP(O)(O)=O)C=CC1 (4-(8-(3-Bromophenethyl)-2,6-dioxo-1-(prop-2-yn-1-yl)-1,2,6,7-tetrahydro-3H-purin-3-yl)butyl)phosphonic acid